COCC(C)(C)NC=1C2=C(N=C(N1)NC1=C(C=C(C=C1)S(=O)(=O)N1CCC(CC1)N1CCOCC1)OC)NC=C2C#N 4-((1-methoxy-2-methylpropan-2-yl)amino)-2-((2-methoxy-4-((4-morpholino-piperidin-1-yl)sulfonyl)phenyl)amino)-7H-pyrrolo[2,3-d]pyrimidine-5-carbonitrile